NCCOCCOCCOCCOCCNC(OC(C)(C)C)=O tert-butyl N-(14-amino-3,6,9,12-tetraoxatetradecan-1-yl)carbamate